(8S,17E)-5,8,10,13-tetramethyl-7-oxa-4,5,10,13,14,20,21-heptazapentacyclo[17.5.2.02,6.012,16.022,26]hexacosa-1(25),2(6),3,12(16),14,17,19,22(26),23-nonaen-15-ol CN1N=CC=2C=3C=CC=4NN=C(/C=C/C=5C(=NN(C5CN(C[C@@H](OC12)C)C)C)O)C4C3